6-(4-fluorophenyl)-4-hydroxy-1-(2-morpholinoethyl)-2-oxo-N-(spiro[3.3]heptan-2-yl)-1,2-dihydro-1,8-naphthyridine-3-carboxamide FC1=CC=C(C=C1)C=1C=C2C(=C(C(N(C2=NC1)CCN1CCOCC1)=O)C(=O)NC1CC2(C1)CCC2)O